C1(CCC1)C=1COC2=C(C1C1=CC=C(C=C1)N1CCC(CC1)C=O)C=CC(=C2)O 1-(4-((3R,4R)-3-cyclobutyl-7-hydroxybenzopyran-4-yl)phenyl)piperidine-4-carbaldehyde